C(CCCCC)C=1C=C2C(=C(C(=NC2=CC1)N(CC(=O)O)C)C)N1CCOCC1 2-{[6-hexyl-3-methyl-4-(morpholin-4-yl)quinolin-2-yl](methyl)amino}acetic acid